C1=CC=CC=2C3=CC=CC=C3C(C12)COC(=O)N1[C@@H](CC(C1)(C)C)C(=O)O (2S)-1-(9H-fluoren-9-ylmethoxycarbonyl)-4,4-dimethyl-pyrrolidine-2-carboxylic acid